(R)-2-(3-(3,3-difluoro-1-(fluoro(4-methyl-4H-1,2,4-triazol-3-yl)methyl)cyclobutyl)phenyl)-6-(((3-fluoropropyl)amino)methyl)-4-(trifluoromethyl)isoindolin-1-one FC1(CC(C1)([C@H](C1=NN=CN1C)F)C=1C=C(C=CC1)N1C(C2=CC(=CC(=C2C1)C(F)(F)F)CNCCCF)=O)F